FC(C1CC2(CN(C2)C(=O)N2C[C@@H]3[C@@H](OCC(N3)=O)CC2)C1)(C1=NC=C(N=C1)C(F)(F)F)F (4aR,8aS)-6-[6-[difluoro-[5-(trifluoromethyl)pyrazin-2-yl]methyl]-2-azaspiro[3.3]heptane-2-carbonyl]-4,4a,5,7,8,8a-hexahydropyrido[4,3-b][1,4]oxazin-3-one